C(C)(CC)OC(C)CC Di-sec-Butylether